P(O)(=O)(OP(=O)(O)OP(=O)(O)O)OC[C@@H]1[C@H]([C@H]([C@@H](O1)N1C(=O)N=C(N)C(=C1)CC=CN)O)O.N1=NN=C(C=C1)C(C)O[Si](OCC)(OCC)CCC triazinyl-propyltriethoxysilane 5-aminoallylcytidine-5'-triphosphate